2-(2-pyridyl)-3-hydroxypyridine N1=C(C=CC=C1)C1=NC=CC=C1O